C(C)(C)(C)C=1C=C2C3(CCCCC3(NC2=CC1)C)C 6-(tert-butyl)-4a,9a-dimethyl-2,3,4,4a,9,9a-hexahydro-1H-carbazole